F[C@@H]1CN(CC[C@@H]1NC1=NC=C(C(=N1)C1=CC(=C(S1)CC(C)(C)O)C#N)C(F)(F)F)S(=O)(=O)C=1N=CN(C1)C 5-(2-(((3R,4S)-3-fluoro-1-((1-methyl-1H-imidazol-4-yl)sulfonyl)piperidin-4-yl)amino)-5-(trifluoromethyl)pyrimidin-4-yl)-2-(2-hydroxy-2-methylpropyl)thiophene-3-carbonitrile